COC1=C(C(/C=C/C2=CCC(C=C2)(OC(C)=O)OC(C)=O)=O)C(=CC=C1)O 2'-Methoxy-4,4-diacetoxy-6'-hydroxychalcone